2'-bromo-N-(5-chloro-6-(2H-1,2,3-triazol-2-yl)pyridin-3-yl)-4',5-difluoro-2-methoxy-[1,1'-biphenyl]-4-carboxamide BrC1=C(C=CC(=C1)F)C1=C(C=C(C(=C1)F)C(=O)NC=1C=NC(=C(C1)Cl)N1N=CC=N1)OC